C(=C)CCCCCCCCCC[SiH](OC)OC vinyldecyldimethoxysilane